Cl.NC(C(=O)N1CCN(CC1)C(=O)NC1=NC(N(C=C1)C1=CC=C(C=C1)CN1CC(C1)CN)=O)(C)C 4-(2-Amino-2-methylpropanoyl)-N-(1-(4-((3-(aminomethyl)azetidin-1-yl)methyl)phenyl)-2-oxo-1,2-dihydropyrimidin-4-yl)piperazine-1-carboxamide hydrochloride salt